t-butyl alcohol C(C)(C)(C)O